3-(4-quinolyl)-DL-alanine N1=CC=C(C2=CC=CC=C12)C[C@H](N)C(=O)O |r|